(7S)-7-[(2R)-1,4-dioxan-2-ylmethyl]-3-[(3-fluoro-2-methoxyphenyl)amino]-2-(3-fluoropyridin-4-yl)-1H,5H,6H,7H-pyrrolo[3,2-c]pyridin-4-one O1[C@@H](COCC1)C[C@@H]1C2=C(C(NC1)=O)C(=C(N2)C2=C(C=NC=C2)F)NC2=C(C(=CC=C2)F)OC